[18F]fluoroethyl-L-tyrosine [18F]CCN[C@@H](CC1=CC=C(C=C1)O)C(=O)O